OC(C)(C)C1=CC=C(C=C1)N1C(N([C@@H](C1)C#N)C1=CN=CC2=CC=CC=C12)=O (S)-1-(4-(2-hydroxypropan-2-yl)phenyl)-3-(isoquinolin-4-yl)-2-oxoimidazolidine-4-carbonitrile